triethanolamine lauryl-sulfate salt C(CCCCCCCCCCC)OS(=O)(=O)O.N(CCO)(CCO)CCO